(1R,2S,5S)-N-[2-amino-1-(2,6-naphthyridin-4-yl)-2-oxo-ethyl]-3-[(2S)-3,3-dimethyl-2-(tetrahydrofuran-3-carbonylamino)butanoyl]-6,6-dimethyl-3-azabicyclo[3.1.0]hexane-2-carboxamide NC(C(C1=CN=CC2=CC=NC=C12)NC(=O)[C@@H]1[C@H]2C([C@H]2CN1C([C@H](C(C)(C)C)NC(=O)C1COCC1)=O)(C)C)=O